C(C)OC(=O)C=1OC2=C(C1C)C=C(C=C2)S(N(CCC2=CC=CC=C2)CC2=CC(=CC=C2)F)(=O)=O 3-Methyl-5-(N-(3-fluorobenzyl)-N-phenethylsulfamoyl)benzofuran-2-carboxylic acid ethyl ester